N1=NN=CC=C1.N1C=NC=C1 imidazole compound with triazine